C1(CC1)COC1=CC(=C2C(NC=NC2=C1)=O)F 7-(cyclopropylmethoxy)-5-fluoroquinazolin-4(3H)-one